1-(5-chloro-4-fluoro-2-hydroxy-3-(6-(trifluoromethyl)pyridin-3-yl)phenyl)ethan-1-one ClC=1C(=C(C(=C(C1)C(C)=O)O)C=1C=NC(=CC1)C(F)(F)F)F